C1=CC=CC=2C3=CC=CC=C3C(C12)COC(=O)NC(C(=O)O)CCCCC ({[(9H-fluoren-9-yl)methoxy]carbonyl}amino)heptanoic acid